2-chloro-5-[(trifluoromethyl)sulfanyl]pyridine ClC1=NC=C(C=C1)SC(F)(F)F